Dimethylol-cyclohexan C(O)C1(CCCCC1)CO